(5-(5-methyl-3-(trifluoromethyl)-1H-pyrazol-1-yl)pyridin-2-yl)methanol CC1=CC(=NN1C=1C=CC(=NC1)CO)C(F)(F)F